(3-methyloxetan-3-yl)-4-[3-(2-methoxy-3-pyridyl)pyrazolo[1,5-a]pyrimidin-5-yl]piperazine-1-carboxylate CC1(COC1)OC(=O)N1CCN(CC1)C1=NC=2N(C=C1)N=CC2C=2C(=NC=CC2)OC